FC1(CCC(CC1)NC1=NC(=NC(=C1)N1CCOCC1)C=1NC(=CC1)C)F N-(4,4-difluorocyclohexyl)-2-(5-methyl-1H-pyrrol-2-yl)-6-morpholinopyrimidin-4-amine